rel-(2R,3S)-2-(((tert-butyldimethylsilyl)oxy)methyl)-3-methylpiperidin-3-ol [Si](C)(C)(C(C)(C)C)OC[C@H]1NCCC[C@@]1(O)C |o1:9,14|